rac-4-(1-hydroxy-2-((3aR,5s,6aS)-5-((6-methylpyridin-3-yl)oxy)hexahydrocyclopenta[c]pyrrol-2(1H)-yl)ethyl)phenol OC(CN1C[C@@H]2[C@H](C1)CC(C2)OC=2C=NC(=CC2)C)C2=CC=C(C=C2)O